FC1=C(C=CC(=C1)[N+](=O)[O-])COC1=CC(=CC=C1)F 2-fluoro-1-((3-fluorophenoxy)methyl)-4-nitrobenzene